FC(C(CCC(=O)NC(P(O)(O)=O)P(O)(O)=O)O)(F)F ((5,5,5-trifluoro-4-hydroxypentanamido)methylene)bis(phosphonic acid)